3-(N-(5-(3,5-dimethylisoxazol-4-yl)-2-(piperidin-1-yl)phenyl)sulfamoyl)-4-ethylbenzoic acid CC1=NOC(=C1C=1C=CC(=C(C1)NS(=O)(=O)C=1C=C(C(=O)O)C=CC1CC)N1CCCCC1)C